CC1=NC(=CC2=C1CCN2C(=O)OC(C)(C)C)C(=O)OC 1-(tert-butyl) 6-methyl 4-methyl-2,3-dihydro-1H-pyrrolo[3,2-c]pyridine-1,6-dicarboxylate